genistein sodium salt dihydrate O.O.[Na].O1C=C(C(=O)C=2C(O)=CC(O)=CC12)C1=CC=C(O)C=C1